COC(=O)C=1C=C2C(=NC1)NN=C2C=O.C(C)(C)(C)OOC(C)(C)C2=CC(=CC(=C2)C(C)(C)OOC(C)(C)C)C(C)(C)OOC(C)(C)C 1,3,5-tri[(t-butylperoxy)isopropyl]benzene methyl-3-formyl-1H-pyrazolo[3,4-b]pyridine-5-carboxylate